O=C1NC(CC[C@@H]1N1CC=2C(N(C=CC2C1=O)C1CCN(CC1)C(=O)OC(C)(C)C)=O)=O tert-butyl (S)-4-(2-(2,6-dioxopiperidin-3-yl)-1,4-dioxo-1,2,3,4-tetrahydro-5H-pyrrolo[3,4-c]pyridin-5-yl)piperidine-1-carboxylate